5-Bromo-2-chloro-N-(2,4-dimethoxybenzyl)nicotinamide BrC=1C=NC(=C(C(=O)NCC2=C(C=C(C=C2)OC)OC)C1)Cl